(4aR,8aS)-6-(4-((S or R)-(4-Fluorophenyl)(2,2,2-trifluoroethoxy)methyl)piperidine-1-carbonyl)hexahydro-2H-pyrido[4,3-b][1,4]oxazin-3(4H)-one FC1=CC=C(C=C1)[C@H](C1CCN(CC1)C(=O)N1C[C@@H]2[C@@H](OCC(N2)=O)CC1)OCC(F)(F)F |o1:7|